methyl ferulate (methyl ferulate) C/C(/C(=O)O)=C\C1=CC(OC)=C(O)C=C1.C(\C=C\C1=CC(OC)=C(O)C=C1)(=O)OC